FC1=CC=C(C=C1)C1=C(C(=C(C=C1)C)C=1C(NC2(C1O)CCOCC2)=O)C 3-(4'-fluoro-2,4-dimethyl-[1,1'-biphenyl]-3-yl)-4-hydroxy-8-oxa-1-azaspiro[4.5]decan-3-en-2-one